Cl.NC[C@@H](CC(=O)NCC1=NC(=NO1)C1=CC=C(C=C1)CCCCCCCCCC)O (R)-4-amino-N-((3-(4-decylphenyl)-1,2,4-oxadiazol-5-yl)methyl)-3-hydroxybutanamide hydrochloride